2-(((3S,5S)-5-fluoropiperidin-3-yl)amino)-8-isopropyl-6-(2,3,5-trifluoro-4-(((S)-3,3,3-trifluoro-2-hydroxypropyl)amino)phenyl)pyrido[2,3-d]pyrimidin-7(8H)-one F[C@H]1C[C@@H](CNC1)NC=1N=CC2=C(N1)N(C(C(=C2)C2=C(C(=C(C(=C2)F)NC[C@@H](C(F)(F)F)O)F)F)=O)C(C)C